ClC1=C(C=2C(=NC=C3C2N(C(N3C)=O)C3CCC(CC3)CC#N)N1COCC[Si](C)(C)C)C=1C=C3C=NN(C3=CC1)C 2-((1S,4S)-4-(7-chloro-3-methyl-8-(1-methyl-1H-indazol-5-yl)-2-oxo-6-((2-(trimethylsilyl)ethoxy)methyl)-3,6-dihydroimidazo[4,5-d]pyrrolo[2,3-b]pyridin-1(2H)-yl)cyclohexyl)acetonitrile